C12(CC(C1)C2)N2CC(N(S(C1=C2C=C(C(=C1)OC)N1CCCCC1)(=O)=O)C)CCCC 5-(bicyclo[1.1.1]pentan-1-yl)-3-butyl-8-methoxy-2-methyl-7-(piperidin-1-yl)-2,3,4,5-tetrahydrobenzo[f][1,2,5]thiadiazepine 1,1-dioxide